N1(CCC1)C[C@@H](C(=O)N[C@H](C(F)F)C1=CC=CC=C1)C(C)C (S)-2-(azetidin-1-ylmethyl)-N-((S)-2,2-difluoro-1-phenylethyl)-3-methylbutanamide